3-fluoro-2-hydroxy-5-(3-(4-(pyrrolidin-1-yl)phenyl)-1H-pyrazol-1-yl)benzaldehyde FC=1C(=C(C=O)C=C(C1)N1N=C(C=C1)C1=CC=C(C=C1)N1CCCC1)O